[(2R,3S,4R,5R)-5-(2-chloro-4-pyrrolidin-1-yl-thieno[3,4-d]-pyrimidin-7-yl)-3,4-dihydroxy-tetrahydro-furan-2-yl]methoxy-methylphosphonic acid ClC=1N=C(C=2C(N1)=C(SC2)[C@H]2[C@@H]([C@@H]([C@H](O2)COCP(O)(O)=O)O)O)N2CCCC2